3-(trifluoromethyl)-6,7,8,9-tetrahydropyrido[3',2':4,5]pyrrolo[1,2-a]pyrazin FC(C1=CC=2C=C3N(CCNC3)C2N=C1)(F)F